C(#C)C1(CCOCC1)OC1=CC=C(C=C1)C 4-ethynyl-4-(p-tolyloxy)tetrahydro-2H-pyran